N-((4-(3-(1,2,4-oxadiazol-3-yl)imidazo[1,2-a]pyridin-6-yl)-5-(4-fluorophenyl)-1H-imidazol-2-yl)methyl)-2-fluoroaniline O1N=C(N=C1)C1=CN=C2N1C=C(C=C2)C=2N=C(NC2C2=CC=C(C=C2)F)CNC2=C(C=CC=C2)F